C1(=CC=CC=C1)[B-](C1=CC=CC=C1)(C1=CC=CC=C1)C1=CC=CC=C1.C1(=CC=CC=C1)P(C1=CC=CC=C1)C1=CC=CC=C1 triphenylphosphine tetra(phenyl)borate